2-(allylthio)-2-thiazolin C(C=C)SC=1SCCN1